FC=1C=CC2=C(CCO2)C1CNC1=NC=C(C=2N1C=NC2S(=O)(=O)C)C2=CC=C(C=C2)S(=O)(=O)C N-((5-fluoro-2,3-dihydrobenzofuran-4-yl)methyl)-1-(methylsulfonyl)-8-(4-(methylsulfonyl)phenyl)imidazo[1,5-c]pyrimidin-5-amine